1-(bromomethyl-d2)benzene-2,3,4,5,6-d5 BrC(C1=C(C(=C(C(=C1[2H])[2H])[2H])[2H])[2H])([2H])[2H]